3-[3-(4-chloro-2-methylsulfonyl-phenyl)-1-bicyclo[1.1.1]pentanoyl]azetidine-1-carboxylic acid tert-butyl ester C(C)(C)(C)OC(=O)N1CC(C1)C(=O)C12CC(C1)(C2)C2=C(C=C(C=C2)Cl)S(=O)(=O)C